O=C1N(CC2=CC(=CC=C12)N1CCC(CC1)OC1CC(C1)N1CCC(CC1)C1=CC=C(C=C1)N1C=NC2=CC=C(C=C2C1=O)OCC1=CC=CC=C1)C1C(NC(CC1)=O)=O 3-(1-oxo-5-{4-[(1r,3r)-3-(4-{4-[6-(benzyloxy)-4-oxoquinazolin-3-yl]phenyl}piperidin-1-yl)cyclobutoxy]piperidin-1-yl}-3H-isoindol-2-yl)piperidine-2,6-dione